2-(4-(6-((4-chloro-2-fluorobenzyl)oxy)pyridin-2-yl)piperidin-1-yl)propanoic acid ClC1=CC(=C(COC2=CC=CC(=N2)C2CCN(CC2)C(C(=O)O)C)C=C1)F